3-(cyclopropanecarboxamido)imidazo[1,2-b]Pyridazine-8-carboxylic acid C1(CC1)C(=O)NC1=CN=C2N1N=CC=C2C(=O)O